CN([C@@H](C(C)C)C(=O)O)C(=O)N1CC(N(CC1)C(=O)C1[N@@](C1)C(C1=CC=CC=C1)(C1=CC=CC=C1)C1=CC=CC=C1)=O N-methyl-N-(3-oxo-4-((R)-1-trityl-aziridine-2-carbonyl)piperazine-1-carbonyl)-L-valine